FC=1C(=CC=C2C(=NC(=NC12)OCC12CCCN2CCC1)N1C[C@H]2CC[C@@H](C1)N2C(CCN2C=NC=C2)=O)C2=CC(=CC1=CC=CC=C21)O 1-((1R,5S)-3-(8-fluoro-7-(3-hydroxynaphthalen-1-yl)-2-((tetrahydro-1H-pyrrolizin-7a(5H)-yl)methoxy)quinazolin-4-yl)-3,8-diazabicyclo[3.2.1]octan-8-yl)-3-(1H-imidazol-1-yl)propan-1-one